7-chloro-5-methylpyrrolo[2,1-f][1,2,4]Triazin-4-ol ClC1=CC(=C2C(=NC=NN21)O)C